4-(((4-(isoindolin-2-ylmethyl)-1,1-dioxido-2,3-dihydrobenzothien-7-yl)oxy)methyl)-N,N-dimethylpiperidine-1-carboxamide C1N(CC2=CC=CC=C12)CC1=CC=C(C2=C1CCS2(=O)=O)OCC2CCN(CC2)C(=O)N(C)C